FC(C(=O)O)(F)F.S1C=C(C=C1)CN1CC2N(C(CNC2=O)=O)CC1 (8-[(thiophen-3-yl)methyl]tetrahydro-2H-pyrazino[1,2-a]pyrazine-1,4(3H,6H)-dione) trifluoroacetate